C(CCCC)OCOCCCC(CC(CC(C)[Mg]I)C)C 8-pentyloxymethoxy-1,3,5-trimethyloctylmagnesium iodide